2-(6-((4-(3-(azetidin-3-yl)phenyl)-1H-1,2,3-triazol-1-yl)methyl)pyridin-3-yl)-5-(difluoromethyl)-1,3,4-oxadiazole N1CC(C1)C=1C=C(C=CC1)C=1N=NN(C1)CC1=CC=C(C=N1)C=1OC(=NN1)C(F)F